ClC1=CC(=C(CNC(=O)C2C=3C=CC=NC3C(CC2)=C)C=C1)F N-(4-chloro-2-fluoro-benzyl)-8-methylene-5,6,7,8-tetrahydro-quinoline-5-carboxamide